C(C)(C)(C)NC1CN(CC1)C=1N=NC(=CN1)C=1C=C2C=CN=CC2=CC1O 6-{3-[3-(tert-butylamino)pyrrolidin-1-yl]-1,2,4-triazin-6-yl}isoquinolin-7-ol